4-(1-(((R)-3,3-difluorocyclopentyl)amino)ethyl)-7,7-dimethyl-6,7-dihydro-5H-cyclopenta[b]pyridine-2-carboxylic acid FC1(C[C@@H](CC1)NC(C)C1=C2C(=NC(=C1)C(=O)O)C(CC2)(C)C)F